C(CCCCCC(C)(C)C)(=O)OOC(C)(C)C1=CC=CC=C1 α-cumyl peroxy-neodecanoate